methyl 2-bromo-4-(hydroxymethyl)-5-nitro-benzoate BrC1=C(C(=O)OC)C=C(C(=C1)CO)[N+](=O)[O-]